C[SiH](C)C[Hf](C)(NC(C)(C)C)C1=CC=CC=2C3=CC=CC=C3CC12 dimethylsilyl-fluorenyl-t-butylamino-dimethylhafnium